C[C@@H]1COCCN1C1=CC(=NC(=N1)C1=C2C(=NC=C1)NC=C2)N=S2(CCN(CC2)C(=O)OC(C)C)=O Isopropyl (R)-1-((6-(3-methylmorpholino)-2-(1H-pyrrolo[2,3-b]-pyridin-4-yl)pyrimidin-4-yl)imino)-1λ6-thiomorpholine-4-carboxylate 1-oxide